COC1=C(OC=C1)CN 1-(3-methoxyfuran-2-yl)methylamine